4-[3-[2,6-Dichloro-4-(1-methylpyrazol-4-yl)benzoyl]-2,4-dihydro-1,3-benzoxazin-8-yl]-5-fluoro-2-(3-oxa-8-azabicyclo[3.2.1]octan-8-yl)benzoic acid ClC1=C(C(=O)N2COC3=C(C2)C=CC=C3C3=CC(=C(C(=O)O)C=C3F)N3C2COCC3CC2)C(=CC(=C1)C=1C=NN(C1)C)Cl